2-(2-phenyltetrahydrofuran-2-yl)-1-(p-tolyl)ethan-1-one monopotassium sodium glutamate N[C@@H](CCC(=O)[O-])C(=O)[O-].[Na+].[K+].C1(=CC=CC=C1)C1(OCCC1)CC(=O)C1=CC=C(C=C1)C